CC1(OB(OC1(C)C)C1=C(C=CC(=C1)C1=CC=CC=C1)C1=CC=CC=C1)C 4,4,5,5-tetramethyl-2-[1,1':4',1''-terphenyl]-2'-yl-1,3,2-dioxaborolane